N-(1'-(6-methyl-2-(1-methyl-2-oxabicyclo[2.1.1]hexan-4-yl)pyrimidin-4-yl)-1',2'-dihydrospiro[cyclopropane-1,3'-pyrrolo[3,2-c]pyridin]-6'-yl)acetamide CC1=CC(=NC(=N1)C12COC(C1)(C2)C)N2CC1(C=3C=NC(=CC32)NC(C)=O)CC1